2-[(4-cyano)-phenylpropionamido]-3-(4-nitrophenyl)-propionic acid C(#N)C1=CC=C(C=C1)CCC(=O)NC(C(=O)O)CC1=CC=C(C=C1)[N+](=O)[O-]